((4-((4-chloro-3-fluorophenyl)amino)-1-(4-(trifluoromethyl)benzyl)-1H-indole-7-carboxamido)methyl)benzoic acid ClC1=C(C=C(C=C1)NC1=C2C=CN(C2=C(C=C1)C(=O)NCC1=C(C(=O)O)C=CC=C1)CC1=CC=C(C=C1)C(F)(F)F)F